N,N-diethyl-N-methyl-ammonium C(C)[NH+](C)CC